1-(Difluoromethoxy)-6,7-Dihydro-7,14-Methanobenzimidazo[1,2-b][2,5]Benzodiazocin-5(14H)-One FC(OC1=CC=CC=2C(NC3C=4N(C(C21)C3)C3=C(N4)C=CC=C3)=O)F